(S)-4-(7-(4-cyanopyridin-2-yl)-5-(2-fluorophenyl)-7H-pyrrolo[2,3-d]pyrimidin-4-yl)-3-methylpiperazine-1-carboxylic acid tert-butyl ester C(C)(C)(C)OC(=O)N1C[C@@H](N(CC1)C=1C2=C(N=CN1)N(C=C2C2=C(C=CC=C2)F)C2=NC=CC(=C2)C#N)C